FC=1C=C(C=CC1F)C=1C=C(C=NC1)OC=1C=NC(=C(C#N)C1)OC1CC2COCC(C1)N2C(C(C)(C)O)=O 5-((5-(3,4-difluorophenyl)pyridin-3-yl)oxy)-2-((9-(2-hydroxy-2-methylpropanoyl)-3-oxa-9-azabicyclo[3.3.1]nonan-7-yl)oxy)nicotinonitrile